ClC=1C=C2C=CC(=CC2=CC1)NCC(CN)N1CCN(CC1)C1=C(C=CC(=C1)Cl)Cl N1-(6-chloronaphthalen-2-yl)-2-(4-(2,5-dichlorophenyl)piperazin-1-yl)propane-1,3-diamine